OCC(CCO)C(CCO)CO 3,4-bis(hydroxymethyl)-1,6-hexanediol